N-((1s,3s)-3-(6-((4-(4-(6-azaspiro[3.4]octane-2-yl)piperazin-1-yl)phenyl)amino)-9H-purin-9-yl)cyclobutyl)-2-phenylacetamide hydrochloride Cl.C1C(CC12CNCC2)N2CCN(CC2)C2=CC=C(C=C2)NC2=C1N=CN(C1=NC=N2)C2CC(C2)NC(CC2=CC=CC=C2)=O